(7'S)-7'-(3,5-difluorophenyl)-1-[6-(hydroxymethyl)pyridin-2-yl]dihydro-1'H,3'H,5'H-spiro[piperidine-4,2'-pyrazolo[1,2-a]pyrazol]-1'-one FC=1C=C(C=C(C1)F)[C@@H]1CCN2N1C(C1(C2)CCN(CC1)C1=NC(=CC=C1)CO)=O